C1=CC=CC=2C3=CC=CC=C3C(C12)COC(=O)N([C@H](C(=O)O)CC1=CC(=CC=C1)F)C (2S)-2-[9H-fluoren-9-ylmethoxycarbonyl-(methyl)amino]-3-(3-fluorophenyl)propanoic acid